C(C)(C)C1=NC2=C(N1C1=CC3=C(NC(O3)=O)C=C1)C=CC=C2 6-(2-Isopropylbenzimidazol-1-yl)-3H-1,3-benzoxazol-2-one